1-(5-tert-butyl-2H-pyrazol-3-yl)-3-{4-[6-(2-methoxy-ethoxy)-benzoimidazol-1-yl]-phenyl}-urea C(C)(C)(C)C=1C=C(NN1)NC(=O)NC1=CC=C(C=C1)N1C=NC2=C1C=C(C=C2)OCCOC